BrC1=NN(N=C1Br)C 4,5-dibromo-2-methyl-triazole